N\C(\C(C)(C)C)=N/C(=N/S(=O)(=O)C1=CC=C(C=C1)C(F)(F)F)/N1N=C(C(CC1)C1=CC=CC=C1)C1=CC=C(C=C1)Br (Z)-N-((Z)-1-amino-2,2-dimethylpropylidene)-3-(4-bromophenyl)-4-phenyl-N'-((4-(trifluoromethyl)phenyl)sulfonyl)-5,6-dihydropyridazine-1(4H)-carboximidamide